2,4,5-trichloro-phenoxyacetic acid ClC1=C(OCC(=O)O)C=C(C(=C1)Cl)Cl